7-(2-chloro-6-ethynyl-phenyl)-3-(4-isoquinolyl)-1H-quinazoline-2,4-dione ClC1=C(C(=CC=C1)C#C)C1=CC=C2C(N(C(NC2=C1)=O)C1=CN=CC2=CC=CC=C12)=O